((cis)-3-(hydroxymethyl)cyclohexyl)carbamic acid tert-butyl ester C(C)(C)(C)OC(N[C@@H]1C[C@@H](CCC1)CO)=O